NC1=NC=2C=C(C(=CC2C2=C1C=NN2C)C(=O)N2N(CCC2)C2=NC=C(C=C2)C2CC2)C (4-amino-1,7-dimethyl-1H-pyrazolo[4,3-c]quinolin-8-yl)(2-(5-cyclopropylpyridin-2-yl)pyrazolidin-1-yl)methanone